C(C)(C)C1=NOC(=N1)N1CCC(CC1)C(C)OC=1SC2=NC(=CC=C2N1)C1=CC=C(C=C1)CS(=O)(=O)C 3-isopropyl-5-(4-(1-((5-(4-((methyl-sulfonyl)methyl)phenyl)thiazolo[5,4-b]pyridin-2-yl)oxy)ethyl)piperidin-1-yl)-1,2,4-oxadiazol